tert-butyl (tert-butoxycarbonyl)(6-(3-(5-((R)-3-hydroxy-1-methyl-2-oxopyrrolidin-3-yl)isoxazol-3-yl)piperidin-1-yl)pyrido[3,2-d]pyrimidin-4-yl)carbamate C(C)(C)(C)OC(=O)N(C(OC(C)(C)C)=O)C=1C2=C(N=CN1)C=CC(=N2)N2CC(CCC2)C2=NOC(=C2)[C@]2(C(N(CC2)C)=O)O